C1(CC1)C1C=2C=CC=NC2CCN1C(=O)OC(C)(C)C tert-butyl 5-cyclopropyl-7,8-dihydro-1,6-naphthyridine-6(5H)-carboxylate